C(#N)C1CN(C1)S(=O)(=O)N1C[C@H](CC1)C(=O)N1[C@H](CCC1)C(=O)NCC1=C(C=C(C=C1)C(F)(F)F)F 1-(((3S)-1-((3-cyano-1-azetidinyl)sulfonyl)-3-pyrrolidinyl)carbonyl)-N-(2-fluoro-4-(trifluoromethyl)benzyl)-D-prolinamide